C(C)(C)(C)C1=CC=CC=C1 tertbutyl-benzene